CC(C(=O)O)=CC 2,3-dimethyl-acrylic acid